(4aR,8aS)-6-(3-(4-(3-(Trifluoromethoxy)azetidin-1-yl)phenyl)azetidine-1-carbonyl)hexahydro-2H-pyrido[4,3-b][1,4]oxazin-3(4H)-one FC(OC1CN(C1)C1=CC=C(C=C1)C1CN(C1)C(=O)N1C[C@@H]2[C@@H](OCC(N2)=O)CC1)(F)F